(S)-4-amino-4-(4-chlorophenyl)butanoic acid methyl ester COC(CC[C@@H](C1=CC=C(C=C1)Cl)N)=O